N1=CC=C(C=C1)CNC1=NC=CC=C1C(=O)N 2-[(4-pyridinylmethyl)amino]-3-pyridinecarboxamide